(3S)-3-(3',3'-difluoro-1'-((1-methyl-1H-indazol-7-yl)methyl)-6-oxo-6,8-dihydro-2H,7H-spiro[furo[2,3-e]isoindole-3,4'-piperidin]-7-yl)piperidine-2,6-dione FC1(CN(CCC12COC1=C3CN(C(C3=CC=C12)=O)[C@@H]1C(NC(CC1)=O)=O)CC=1C=CC=C2C=NN(C12)C)F